O[Se] oxyselenium